C(C)(C)(C)N(C(O)=O)CC1C(NC2=CC=CC(=C2C1)OC)=O.C(C)C=1OC2=C(C1C(=O)C1=CC(=C(C(=C1)I)O)I)C=C(C=C2)C (2-ethyl-5-methylbenzofuran-3-yl)(4-hydroxy-3,5-diiodophenyl)methanone tert-butyl-((5-methoxy-2-oxo-1,2,3,4-tetrahydroquinolin-3-yl)methyl)carbamate